2-(oxetan-3-yloxy)ethyl 4-methylbenzenesulfonate CC1=CC=C(C=C1)S(=O)(=O)OCCOC1COC1